O1CC12C1(CCCC1)CN(CC2)C(=O)OC(C)(C)C tert-butyl 1-oxa-10-azadispiro[2.0.44.43]dodecane-10-carboxylate